C(C)(=O)OCC=1N(C2=C(C=[N+](C=3C=CC=CC23)[O-])N1)CC1=CC=C(C=C1)NC(=O)OC(C)(C)C (Acetyloxymethyl)-1-(4-((tert-Butoxycarbonyl)amino)benzyl)-1H-imidazo[4,5-c]Quinoline 5-oxide